monoglycerol dioleate C(CCCCCCC\C=C/CCCCCCCC)(=O)OCC(OC(CCCCCCC\C=C/CCCCCCCC)=O)CO